FC(C(=O)O)(F)F.C(C)OC(=O)C1=C(N=CS1)C 4-methyl-5-thiazolecarboxylic acid ethyl ester trifluoroacetate